ClC1=CC=C(C=C1)C1=NOC(=N1)N1CCN(CC1)C(COC1=CC=C(C=C1)C)=O 1-{4-[3-(4-chlorophenyl)-1,2,4-oxadiazol-5-yl]piperazin-1-yl}-2-(4-methylphenoxy)ethan-1-one